ClC1=C(C=CC=2OCCCOC21)CC(=O)N2CCC(CC2)N2N=CC(=C2)CNC2=C1C(N(C(C1=CC=C2)=O)C2C(NC(CC2)=O)=O)=O 4-(((1-(1-(2-(6-chloro-3,4-dihydro-2H-benzo[b][1,4]dioxepin-7-yl)acetyl)piperidin-4-yl)-1H-pyrazol-4-yl)methyl)amino)-2-(2,6-dioxopiperidin-3-yl)isoindoline-1,3-dione